(2-(3-hydroxypropyl)phenyl)-2-methylpropanoic acid methyl ester COC(C(C)(C)C1=C(C=CC=C1)CCCO)=O